NC1=C(C=C(C=C1)N1C(N(C2=NC(=NC=C2C1)NC1CCC(CC1)N(C)C)C)=O)F 3-(4-amino-3-fluorophenyl)-7-(((1r,4r)-4-(dimethylamino)cyclohexyl)amino)-1-methyl-3,4-dihydropyrimido[4,5-d]pyrimidin-2(1H)-one